O[C@@H](CC)C1=CC(=C(C=N1)C=1C(N(C2=CC(=NC=C2C1)NC(=O)C1CC1)C)=O)C N-(3-[6-[(1S)-1-hydroxypropyl]-4-methylpyridin-3-yl]-1-methyl-2-oxo-1,6-naphthyridin-7-yl)cyclopropanecarboxamide